2-(1-Naphthyloxy)-4-methoxyaniline C1(=CC=CC2=CC=CC=C12)OC1=C(N)C=CC(=C1)OC